4-phenyl-3-(phenylsulfonyl)-6-(trifluoromethyl)quinoline C1(=CC=CC=C1)C1=C(C=NC2=CC=C(C=C12)C(F)(F)F)S(=O)(=O)C1=CC=CC=C1